C(C)(=O)O[C@@H]1COC2=C1C=C(C=C2S(NC2=C(C(=C(C=C2)F)C=2C=C1C=NC(=NC1=C(C2)F)NC2CCNCC2)F)(=O)=O)Cl (3S)-5-chloro-7-({2,4-difluoro-3-[8-fluoro-2-(piperidin-4-ylamino)quinazolin-6-yl]phenyl}sulfamoyl)-2,3-dihydro-1-benzofuran-3-yl acetate